ethyl 2-(3-(5-(2,4-difluorophenyl)-1,3,4-thiadiazole-2-carboxamido)azetidin-3-yl)acetate FC1=C(C=CC(=C1)F)C1=NN=C(S1)C(=O)NC1(CNC1)CC(=O)OCC